(R)-(4-fluorophenyl)(8-methyl-3-(3-(prop-1-yn-1-yl)-1,2,4-thiadiazol-5-yl)-5,6-dihydro-[1,2,4]triazolo[4,3-a]pyrazin-7(8H)-yl)methanone FC1=CC=C(C=C1)C(=O)N1[C@@H](C=2N(CC1)C(=NN2)C2=NC(=NS2)C#CC)C